3-((tert-Butyldimethylsilanyloxy)propyl)-2-isopropylpyridin-3-amine [Si](C)(C)(C(C)(C)C)OCCCC1(C(N=CC=C1)C(C)C)N